N1=C(C=CC=C1)N1N=C2CN(CCC2=C1O)CC1=NC=CC=C1 2-(pyridin-2-yl)-6-(pyridin-2-ylmethyl)-4,5,6,7-tetrahydro-2H-pyrazolo[3,4-c]pyridin-3-ol